ClC=1N=C(C2=C(N1)N(N=N2)[C@H]2[C@@H]([C@@H]([C@H](O2)COP(=O)(OCC)CP(O)(O)=O)O)O)NCC2=C(C=CC=C2)Cl (((((2R,3S,4R,5R)-5-(5-chloro-7-((2-chlorobenzyl)amino)-3H-[1,2,3]triazolo[4,5-d]pyrimidin-3-yl)-3,4-dihydroxytetrahydrofuran-2-yl)methoxy)(ethoxy)phosphoryl)methyl)phosphonic acid